1-(4-(4-amino-5-(3-methoxy-4-(pyrimidin-2-yloxy)phenyl)-7-methyl-7H-pyrrolo[2,3-d]pyrimidin-6-yl)-3,6-dihydropyridin-1(2H)-yl)prop-2-en-1-one NC=1C2=C(N=CN1)N(C(=C2C2=CC(=C(C=C2)OC2=NC=CC=N2)OC)C=2CCN(CC2)C(C=C)=O)C